FC(C(=O)O)(F)F.N[C@H](C(=O)N1[C@@H]([C@H]2[C@H]3CC[C@@H]([C@H]2C1)O3)C(=O)O)C(C)(C)C (1S,3aR,4S,7R,7aS)-2-((S)-2-amino-3,3-dimethylbutyryl)octahydro-1H-4,7-epoxyisoindole-1-carboxylic acid trifluoroacetate salt